tert-butyl 4-(5-(2,5-dichloropyrimidin-4-yl)oxazol-2-yl)piperidine-1-carboxylate ClC1=NC=C(C(=N1)C1=CN=C(O1)C1CCN(CC1)C(=O)OC(C)(C)C)Cl